BrC1=CC=C2C=C(C(N(C2=C1)C1=CC=C(C=C1)Cl)=O)C(=O)[O-] 7-bromo-1-(4-chlorophenyl)-2-oxo-1,2-dihydroquinoline-3-carboxylate